C(CCC)N(C1=NC=C(C=N1)NC=1C=NC(=CC1)N(CCCCCC)CCCCCC)CCCC N2,N2-dibutyl-N5-[6-(dihexylamino)-3-pyridinyl]-2,5-Pyrimidinediamine